[Na+].N(C1=CC=CC=C1)S(=O)(=O)[O-] anilinesulfonic acid sodium salt